N1N=CC(=C1)S(=O)(=O)N1C[C@H]([C@H](CC1)NC1=NC=C(C(=N1)C1=CC2=C(C(NC2=O)(C)C)S1)C(F)(F)F)C 2-(2-(((3R,4S)-1-((1H-pyrazol-4-yl)sulfonyl)-3-methylpiperidin-4-yl)amino)-5-(trifluoro-methyl)pyrimidin-4-yl)-6,6-dimethyl-5,6-dihydro-4H-thieno[2,3-c]pyrrol-4-one